NC=1C(=CC(=C2C(NC(C12)=O)(O)C1=C(C=CC(=C1)F)Cl)C1=C(C(=O)N)C=C(C=C1F)C(F)(F)F)C=O (7-amino-3-(2-chloro-5-fluorophenyl)-6-formyl-3-hydroxy-1-oxoisoindolin-4-yl)-3-fluoro-5-(trifluoromethyl)benzamide